N1[C@H](CCC1)C1=NN=NN1 (R)-5-(pyrrolidine-2-yl)-1H-tetrazole